FC1(CCC(CC1)C1=CC=C(C=C1)C1(CCC(CC1)N)N)F 1-(4-(4,4-difluorocyclohexyl)phenyl)cyclohexane-1,4-diamine